(1S,5R)-N-(2,4-difluorobenzyl)-8-hydroxy-7,9-dioxo-2,3,4,5,7,9,13,13a-octahydro-1,5-methanopyrido[1',2':4,5]pyrazino[1,2-a][1,3]diazepine-10-carboxamide FC1=C(CNC(=O)C=2C(C(=C3N(CC4N([C@@H]5CCCN4C5)C3=O)C2)O)=O)C=CC(=C1)F